C(C1CO1)OCCC[Si](O[Si](CCCOCC1CO1)(C)C)(C)C 1,3-bis(3-(2,3-epoxypropoxy)propyl)tetramethyldisiloxane